methyl 2-{[(E)-{5-[3-amino-2,6-dioxo-4-(trifluoromethyl)-3,6-dihydropyrimidin-1(2H)-yl]-2-chloro-4-fluorobenzylidene} amino]oxy}propanoate NN1C(N(C(C=C1C(F)(F)F)=O)C=1C(=CC(=C(\C=N\OC(C(=O)OC)C)C1)Cl)F)=O